ClC1=CC=C(C=C1)CC(=O)NC1=CC(=C(C=C1)N1N=CC(=C1)C#N)S(N)(=O)=O 2-(4-chlorophenyl)-N-[4-(4-cyano-1H-pyrazol-1-yl)-3-sulfamoylphenyl]acetamide